aniline bromine [Br].NC1=CC=CC=C1